1-methyl-3-({5-[(2R)-2-methyl-4-(oxetan-3-yl)piperazin-1-yl]pyridin-2-yl}amino)-5-(tetra-methyl-1,3,2-dioxaborolan-2-yl)-1,2-dihydropyridin-2-one CN1C(C(=CC(=C1)B1OC(C(O1)(C)C)(C)C)NC1=NC=C(C=C1)N1[C@@H](CN(CC1)C1COC1)C)=O